N-[2-(1-Methylimidazol-4-yl)-4-methylsulfonyl-phenyl]-4-(trifluoromethyl)pyridin-2-amine CN1C=NC(=C1)C1=C(C=CC(=C1)S(=O)(=O)C)NC1=NC=CC(=C1)C(F)(F)F